S1C=NC2=C1C=C(C=C2)\C=C/2\C(N(C(=N2)N[C@@H]2COCCC2)C)=O (5Z)-5-(1,3-benzothiazol-6-ylmethylene)-3-methyl-2-[[(3S)-tetrahydropyran-3-yl]amino]imidazol-4-one